cis-1-(2-chlorothieno[2,3-d]pyrimidin-6-yl)-3-(((methylthio)carbonothioyl)oxy)cyclobutyl acetate C(C)(=O)OC1(CC(C1)OC(=S)SC)C1=CC2=C(N=C(N=C2)Cl)S1